FC=1C=C(C(=O)NCC2=NC=C3C=CC(=NC3=C2)C2=NC(=CC=C2)N2CC3(CC3)[C@@H](CC2)O)C=C(C1)S(=O)(=O)C (R)-3-fluoro-N-((2-(6-(8-hydroxy-5-azaspiro[2.5]octan-5-yl)pyridin-2-yl)-1,6-naphthyridin-7-yl)methyl)-5-(methylsulfonyl)benzamide